ClC1=NC=CC(=C1)OC1=C(N=C(S1)N)C1=CC=CC=C1 5-((2-chloropyridin-4-yl)oxy)-4-phenylthiazol-2-amine